CC1(NOC(=C1)C)B(O)O 3,5-dimethylisoxazoleboronic acid